2-chloro-4-[2-(4-phenoxyphenyl)piperidin-1-yl]pyrimidine ClC1=NC=CC(=N1)N1C(CCCC1)C1=CC=C(C=C1)OC1=CC=CC=C1